C(C)OC(=O)N=NC(OCC)=O ethyl N-ethoxycarbonyliminocarbamate